COC1=C(C=C(C=C1)C1=CC=CC(=N1)C1=C(B(OC1)O)C)OCCC 4-(6-(4-methoxy-3-propoxyphenyl)pyridin-2-yl)-3-methyl-1,2-oxaborole-2(5H)-ol